ClC1=CC(=C(C(=C1)C)C1=CC=C(N=N1)N1C[C@@H](CCC1)CNC(C)=O)O N-[[(3S)-1-[6-(4-chloro-2-hydroxy-6-methyl-phenyl)pyridazin-3-yl]-3-piperidyl]methyl]acetamide